(S)-4-(3-(1-acrylamidoethyl)-8-aminoimidazo[1,5-a]pyrazin-1-yl)-N-(pyridin-2-yl)benzamide C(C=C)(=O)N[C@@H](C)C1=NC(=C2N1C=CN=C2N)C2=CC=C(C(=O)NC1=NC=CC=C1)C=C2